C(C)OC(C(C(=O)C)C)=O alpha-methyl-acetoacetic acid ethyl ester